[Li].CC=1C(C2=CC=CC=C2C1)[Si](C)(C)C methyl-TMS-indene lithium salt